C(N)(=O)C1=CC(=NC2=C1N=CN=C2N[C@@H]2CN(C[C@H](C2)F)C(=O)OC(C)(C)C)C2=CC=C(C=C2)OCC2(CC2)O tert-butyl (3S,5S)-3-[(8-carbamoyl-6-{4-[(1-hydroxycyclopropyl)methoxy]phenyl}pyrido[3,2-d]pyrimidin-4-yl)amino]-5-fluoropiperidine-1-carboxylate